2-cyclopropyl-4-(trifluoromethyl)aniline C1(CC1)C1=C(N)C=CC(=C1)C(F)(F)F